2-[2-[2-[2-[2-(2-aminoethoxy)ethoxy]ethoxy]ethylamino]-3-pyridyl]-N-[3-(difluoromethyl)-1-methyl-pyrazol-4-yl]oxazole-4-carboxamide NCCOCCOCCOCCNC1=NC=CC=C1C=1OC=C(N1)C(=O)NC=1C(=NN(C1)C)C(F)F